NC1=C(C(=C(C=C1)C1=NC=C(C2=C1C(=NO2)N)C=2C=NNC2)F)OC 4-(4-amino-2-fluoro-3-methoxyphenyl)-7-(1H-pyrazol-4-yl)isoxazolo[4,5-c]pyridin-3-amine